ClC1=C2C=C(C(N(C2=NC=C1)C)=O)C(=O)OC methyl 5-chloro-1-methyl-2-oxo-1,2-dihydro-1,8-naphthyridine-3-carboxylate